C12C(=CCC(C1(C)C)C2)CO 2-Pinen-10-ol